(R)-4-((1-(3-(difluoromethyl)-2-fluorophenyl)ethyl)amino)-N,2-dimethyl-7-oxo-N-phenyl-7,8-dihydropyrido[2,3-d]pyrimidine-6-carboxamide FC(C=1C(=C(C=CC1)[C@@H](C)NC=1C2=C(N=C(N1)C)NC(C(=C2)C(=O)N(C2=CC=CC=C2)C)=O)F)F